C(C)OCCOCCOCC bis(2-ethoxyethyl)ether